7-bromo-N,N-diethylquinoxalin-2-amine BrC1=CC=C2N=CC(=NC2=C1)N(CC)CC